5-dihydroxyboryluridine OB(C=1C(NC(N([C@H]2[C@H](O)[C@H](O)[C@@H](CO)O2)C1)=O)=O)O